OC1(CC1)C=1NC(=NN1)C1CC2(CN(C2)C(=O)N2CC3(C2)CC(C3)CC3=NC=C(C=N3)C(F)(F)F)C1 [6-[5-(1-hydroxycyclopropyl)-4H-1,2,4-triazol-3-yl]-2-azaspiro[3.3]heptan-2-yl]-[6-[[5-(trifluoromethyl)pyrimidin-2-yl]methyl]-2-azaspiro[3.3]heptan-2-yl]methanone